tetramethyl-ethandiamine CC(C(N)(N)C)(C)C